CC=1C=CC(=NC1)C1=CC=C2C=NC(=NN21)SC 7-(5-methylpyridin-2-yl)-2-(methylthio)pyrrolo[2,1-f][1,2,4]triazine